C(CCC)OC1=CC=C(C=C1)S(=O)(=O)C=1C=NC2=CC=C(C=C2C1N1CCC(CC1)N1CCS(CC1)=O)C(=O)OCC ethyl 3-((4-butoxyphenyl)sulfonyl)-4-(4-(1-oxidothiomorpholino)piperidin-1-yl)quinoline-6-carboxylate